FC1=C(C=C(C=C1)F)[C@@H]1N(CCC1)C1=NC=2N(C=C1)N=CC2C(=O)NC2=NN(C=C2)C (R)-5-(2-(2,5-difluorophenyl)pyrrolidin-1-yl)-N-(1-methyl-1H-pyrazol-3-yl)pyrazolo[1,5-a]pyrimidine-3-carboxamide